5-oxopyrrolidin-1-yl isobutyrate C(C(C)C)(=O)ON1CCCC1=O